ClC=1N(N=C2C=CC(=CC12)C(=O)O)C(F)F 3-chloro-2-(difluoromethyl)-2H-indazole-5-carboxylic acid